FC=1C=CC(=NC1)N1C(C(=NC=C1C)C(=O)OC)=O Methyl 4-(5-fluoropyridin-2-yl)-5-methyl-3-oxo-3,4-dihydropyrazine-2-carboxylate